ethyl 2-formyl-4H-thieno[3,2-b]pyrrole-5-carboxylate C(=O)C1=CC=2NC(=CC2S1)C(=O)OCC